C(C)N1CC=NC2=CC(=C(C=C12)Cl)Cl 1-ethyl-6,7-dichloro-quinoxalin